3-Aminomethyl-3,5,5-trimethylcyclohexylamin NCC1(CC(CC(C1)(C)C)N)C